2-(6-(4-(5-(4-chloro-3-fluorophenyl)-7,7-dimethyl-6,7-dihydro-5H-pyrrolo[2,3-b]pyrazine-2-carbonyl)-3,3-dimethylpiperazin-1-yl)pyridin-3-yl)acetic acid ClC1=C(C=C(C=C1)N1CC(C=2C1=NC=C(N2)C(=O)N2C(CN(CC2)C2=CC=C(C=N2)CC(=O)O)(C)C)(C)C)F